7-[8-(2,6-difluorophenyl)-5-methyl-3,4,7,9,12-pentazatricyclo[8.4.0.02,6]tetradeca-1(10),2(6),4,7,11,13-hexaen-13-yl]-2-oxa-7-azaspiro[3.5]nonane FC1=C(C(=CC=C1)F)C1=NC=2C(=NNC2C=2C=C(N=CC2N1)N1CCC2(COC2)CC1)C